cis-8-dimethylamino-3-(3-methyl-pyridin-2-yl)-8-phenyl-1,3-diazaspiro[4.5]decan-2-one CN(C1(CCC2(CN(C(N2)=O)C2=NC=CC=C2C)CC1)C1=CC=CC=C1)C